N=1NN=NC1C=1C=C(C=CC1)NC(=O)C=1SC=CC1S(N(C)C1=CC=C(C=C1)OCC)(=O)=O N-(3-(2H-tetrazol-5-yl)phenyl)-3-(N-(4-ethoxyphenyl)-N-methylsulfamoyl)thiophene-2-carboxamide